[Si](OC)(OC)(OC)OCCNC(CC)=O trimethyl (2-propionamidoethyl) silicate